N-[4-[[(4-amino-3,5-dichlorophenyl)amino]methyl]phenyl]-acetamide NC1=C(C=C(C=C1Cl)NCC1=CC=C(C=C1)NC(C)=O)Cl